CC=1N=C2N(N=C(C=C2C)C2=NC=3C=CN(C(C3C=C2)=O)[C@H]2CN(CC2)C(=O)OC(C)(C)C)C1 tert-butyl (3R)-3-[2-(2,8-dimethylimidazo[1,2-b]pyridazin-6-yl)-5-oxo-1,6-naphthyridin-6-yl]pyrrolidine-1-carboxylate